FC1=CC=C(C=C1)C1=C(C(=NC2=CC(=CC=C12)O)C)C(C)C 4-(4-fluorophenyl)-3-isopropyl-2-methyl-quinolin-7-ol